6-(2,4-difluorophenyl)-1-(3,5-dimethoxyphenyl)-1,4-dihydro-5-methyl-4-oxo-3-pyridazinecarboxylic Acid FC1=C(C=CC(=C1)F)C1=C(C(C(=NN1C1=CC(=CC(=C1)OC)OC)C(=O)O)=O)C